P1(=O)(OC(=O)O1)OC1=C(C=CC=C1)CCCC(OC)OC carbonyl dimethoxybutylphenyl phosphate